(R)-4-(3-(3-aminopiperidine-1-carbonyl)-1-(2,3-dihydrobenzo[b][1,4]dioxin-6-yl)-1H-pyrazole-5-yl)benzonitrile N[C@H]1CN(CCC1)C(=O)C1=NN(C(=C1)C1=CC=C(C#N)C=C1)C1=CC2=C(OCCO2)C=C1